(S)-1-(5-chloro-2-propoxybenzyl)-3-methylpiperazine hydrochloride Cl.ClC=1C=CC(=C(CN2C[C@@H](NCC2)C)C1)OCCC